ClC1=C(C=C(C=C1NC1=NC=2N(C(=N1)NC)N=CC2C#N)C#N)N2[C@H](CN(CC2)C(=O)OC)C Methyl (3S)-4-(2-chloro-5-cyano-3-{[8-cyano-4-(methylamino)pyrazolo[1,5-a][1,3,5]triazin-2-yl]amino}phenyl)-3-methylpiperazine-1-carboxylate